6-((6,8-difluoro-3-(methyl-d3)-1,4-dioxo-1,4-dihydronaphthalen-2-yl)methyl)-3-(trifluoromethyl)picolinonitrile FC=1C=C2C(C(=C(C(C2=C(C1)F)=O)CC1=CC=C(C(=N1)C#N)C(F)(F)F)C([2H])([2H])[2H])=O